trifluoromethanesulfonic acid benzyl ester C(C1=CC=CC=C1)OS(=O)(=O)C(F)(F)F